3,6,8-dodecatrien-1-ol C(CC=CCC=CC=CCCC)O